N=1NN=NC1CC=1C=CC(=C(CC=2C(=NC(=NC2C)N)NCCCC)C1)OC 5-(5-((2H-tetrazol-5-yl)methyl)-2-methoxybenzyl)-N4-butyl-6-methylpyrimidine-2,4-diamine